COC1CC(C1)NC(C1=CC=CC=C1)=O N-((1r,3r)-3-methoxycyclobutyl)benzamide